FC=1C=C(CN2C(NCC2)=O)C=C(C1O)F 3,5-difluoro-4-hydroxybenzylimidazolidinone